BrC=1C(=C(C=CC1F)O)CNCC 3-Bromo-2-((ethylamino)methyl)-4-fluorophenol